COC(=O)C(C)CCCCC Heptane-2-carboxylic acid methyl ester